tert-butyl 3,3-difluoro-4-[[2-methyl-5-[(4-methylthiazol-5-yl)methoxy]benzothiophene-3-carbonyl]amino]piperidine-1-carboxylate FC1(CN(CCC1NC(=O)C1=C(SC2=C1C=C(C=C2)OCC2=C(N=CS2)C)C)C(=O)OC(C)(C)C)F